methyl 3-((Z)-4-(3,5-difluoro-4-hydroxybenzylidene)-1-methyl-5-oxo-4,5-dihydro-1H-imidazol-2-yl)acrylate FC=1C=C(\C=C\2/N=C(N(C2=O)C)C=CC(=O)OC)C=C(C1O)F